ethyl 1-[6-[1-(tert-butoxycarbonyl)pyrrolidin-3-yl]-5-fluoropyridin-3-yl]-1,2,3-triazole-4-carboxylate C(C)(C)(C)OC(=O)N1CC(CC1)C1=C(C=C(C=N1)N1N=NC(=C1)C(=O)OCC)F